C1(CC1)C(=O)NC1=NC=C(C(=O)NC([2H])([2H])[2H])C(=C1)NC1=C2N(CC=3N(C2=C(C=C1)F)N=C(N3)C)C 6-(cyclopropanecarboxamido)-4-((9-fluoro-2,5-dimethyl-4,5-dihydro-[1,2,4]triazolo[1,5-a]quinoxalin-6-yl)amino)-N-(methyl-d3)nicotinamide